CN1CCC(CC1)N1C=NC2=C(C1=O)SC=C2 3-(1-methylpiperidin-4-yl)thieno[3,2-d]Pyrimidin-4-one